1,4-butanediylbis[oxy(2-hydroxy-3,1-propanediyl)] diacrylate C(C=C)(=O)OCC(COCCCCOCC(COC(C=C)=O)O)O